3-[4-[3-[3-(Isopropylamino)propoxy]propyl]-3-methyl-2-oxo-benzimidazol-1-yl]piperidine-2,6-dione C(C)(C)NCCCOCCCC1=CC=CC=2N(C(N(C21)C)=O)C2C(NC(CC2)=O)=O